COC(C1=C(C(=C(C(=C1C)C)OC(C)=O)C)C)=O 2,3,5,6-tetramethyl-4-acetoxybenzoic acid methyl ester